C(C(C)C)(=O)N1[C@@H](CN(CC1)C1=CC(=CC=2N(C(N(C21)C)=O)C=2SC(=NN2)C(F)(F)F)S(=O)(=O)NC2(COC2)C)C 4-[(R)-4-isobutyryl-3-methyl-1-piperazinyl]-3-methyl-6-(3-methyl-3-oxetanylaminosulfonyl)-1-[5-(trifluoromethyl)-1,3,4-thiadiazol-2-yl]-1,3-dihydro-1,3-benzimidazol-2-one